CC1=C(C(=O)P(C=2C(C=CC(C2)(C)C(C2=C(C(=C(C(=C2Cl)OC)OC)OC)Cl)=O)(C)C(C2=C(C(=C(C(=C2Cl)OC)OC)OC)Cl)=O)(C(C2=C(C=C(C=C2C)C)C)=O)=O)C(=CC(=C1)C)C bis(2,4,6-trimethylbenzoyl)-2,5-bis(2,6-dichloro-3,4,5-trimethoxybenzoyl)-2,5-dimethylphenylphosphine oxide